N-{(2S,3R,4S)-4-fluoro-2-[(3'-fluoro[1,1'-biphenyl]-3-yl)methyl]-1-[(2R)-oxolane-2-carbonyl]pyrrolidin-3-yl}ethanesulfonamide F[C@@H]1[C@@H]([C@@H](N(C1)C(=O)[C@@H]1OCCC1)CC=1C=C(C=CC1)C1=CC(=CC=C1)F)NS(=O)(=O)CC